N'-(4-{3-[(Difluoromethyl)sulfanyl]phenoxy}-2,5-dimethylphenyl)-N-ethyl-N-methylimidoformamid FC(F)SC=1C=C(OC2=CC(=C(C=C2C)N=CN(C)CC)C)C=CC1